COC(N[C@H](C(=O)NC=1C(N(C(=CC1)Cl)CC=1NC=2C(=NC=C(C2CC(C)C)F)N1)=O)CC\C=C\C(=O)N(C)C)=O Methyl-(S,E)-(1-((6-chloro-1-((6-fluoro-7-isobutyl-1H-imidazo[4,5-b]pyridin-2-yl)methyl)-2-oxo-1,2-dihydropyridin-3-yl)amino)-7-(dimethylamino)-1,7-dioxohept-5-en-2-yl)carbamat